C(CCC)NC=1SC2=C(N1)CC[C@@]1([C@H]3CC[C@]4([C@H]([C@@H]3CCC12)CCC4=O)C)C (5aR,5bS,7aS,10aS,10bR)-2-(butylamino)-5a,7a-dimethyl-4,5,5a,5b,6,7,7a,9,10,10a,10b,11,12,12a-tetradecahydro-8H-cyclopenta[7,8]phenanthro[2,1-d]thiazol-8-one